N-(1-((1S,2R)-2-fluorocyclopropyl)-2-oxo-1,2-dihydropyridin-3-yl)-6-isopropoxy-2-(1-methyl-2-oxabicyclo[2.1.1]hexan-4-yl)-2H-indazole-5-carboxamide F[C@H]1[C@H](C1)N1C(C(=CC=C1)NC(=O)C1=CC2=CN(N=C2C=C1OC(C)C)C12COC(C1)(C2)C)=O